C(=CC)C1=CC=C(C=C1)C(C1=CC=C(C=C1)C=CC)C1=CC=C(C=C1)C=CC tris(4-propenylphenyl)methane